C(C1=CC=CC=C1)N(C1CCN(CC1)C=1C=C2CN(C(C2=CC1)=O)CC1=CC=C(C=C1)OC)C 5-[4-[benzyl(methyl)amino]-1-piperidyl]-2-[(4-methoxyphenyl)methyl]isoindolin-1-one